7-methyl-6-(4-(pyrimidin-4-yl)benzyl)-3-(tetrahydro-2H-pyran-4-yl)imidazo[1,5-a]pyrazin-8(7H)-one CN1C(C=2N(C=C1CC1=CC=C(C=C1)C1=NC=NC=C1)C(=NC2)C2CCOCC2)=O